2-[(2-phenylthioacetyl)thio]succinic acid C1(=CC=CC=C1)CC(=S)SC(C(=O)O)CC(=O)O